C(C)(C)(C)C1=CC=C2C(C(NCC2=C1)C)CO (7-tert-butyl-3-methyl-1,2,3,4-tetrahydroisoquinolin-4-yl)methanol